2-chloro-N-(2-(methylthio)ethyl)-7H-purine-6-amine ClC1=NC(=C2NC=NC2=N1)NCCSC